C[C@@H]1N(CCNC1)C1CN(C1)C(=O)OCC1=CC=CC=C1 Benzyl (S)-3-(2-methylpiperazin-1-yl)azetidine-1-carboxylate